COC=1N=C2C(=CC=NC2=CC1OC)OC1=C(C=C(C=C1)NC(=O)C1=CN(C(=C(C1=O)C1=C(C=C(C=C1)F)C)C)C)F N-[4-[(6,7-Dimethoxy-1,5-naphthyridin-4-yl)oxy]-3-fluorophenyl]-5-(4-fluoro-2-methylphenyl)-1,6-dimethyl-4-oxopyridine-3-carboxamide